2-AMINO-N-(2,2,2-TRIFLUORoETHYL)-ACETAMID NCC(=O)NCC(F)(F)F